tri(xylyl) phosphate P(=O)(OC1=C(C(=CC=C1)C)C)(OC1=C(C(=CC=C1)C)C)OC1=C(C(=CC=C1)C)C